ClC=1OC2=C(N1)C=CC(=C2)C#N 2-chlorobenzo[d]oxazole-6-carbonitrile